OC1=C(C(=CC=C1)O)C(C)=O 1-(2,6-dihydroxyphenyl)ethanone